C(C1=CC=CC=C1)NC(=O)C12C(C3C(C=N1)C(CN3CC3=CC=C(C=C3)N(C)C)C2)CC(C)C N-benzyl-1-(4-(dimethylamino)benzyl)-7-isobutyl-1,2,3,3a,7,7a-hexahydro-6H-3,6-methanopyrrolo[3,2-c]pyridine-6-carboxamide